tert-butyl (S)-4-((4-([1,2,4]triazolo[1,5-a]pyridin-7-yloxy)-2,5-difluorophenyl)amino)-6a,7,9,10-tetrahydropyrazino[1',2':4,5][1,4]oxazino[2,3-f]quinazoline-8(6H)-carboxylate N=1C=NN2C1C=C(C=C2)OC2=CC(=C(C=C2F)NC2=NC=NC1=CC=C3C(=C21)OC[C@H]2N3CCN(C2)C(=O)OC(C)(C)C)F